N-(3,5-dimethylpyridin-2-yl)-3-(1,1-dioxidotetrahydro-2H-thiopyran-4-yl)propiolamide CC=1C(=NC=C(C1)C)NC(C#CC1CCS(CC1)(=O)=O)=O